7-(4-(6-(benzyloxy)-3,4-dihydronaphthalen-1-yl)-2-fluoro-5-methoxyphenyl)-2-(dimethoxymethyl)-7-azaspiro[3.5]nonane C(C1=CC=CC=C1)OC=1C=C2CCC=C(C2=CC1)C1=CC(=C(C=C1OC)N1CCC2(CC(C2)C(OC)OC)CC1)F